C(C=C)(=O)N1C[C@H](C[C@@H]1COC)N1N=C(C(=C1N)C(=O)N)C#C 1-((3S,5R)-1-acryloyl-5-(methoxymethyl)pyrrolidin-3-yl)-5-amino-3-ethynyl-1H-pyrazole-4-carboxamide